Cl.COCCC1(CCN(CC1)CC1=CC=C(C=C1)NC(C)=O)CCC1=CC=CC=C1 N-(4-((4-(2-methoxyethyl)-4-phenethylpiperidin-1-yl)methyl)phenyl)acetamide HCl